1-(1-Aminoisochinolin-4-yl)-N-(5-chloro-2-fluoro-4-(2H-1,2,3-triazol-2-yl)-phenyl)-5-(trifluoromethyl)-1H-pyrazol-4-carboxamid NC1=NC=C(C2=CC=CC=C12)N1N=CC(=C1C(F)(F)F)C(=O)NC1=C(C=C(C(=C1)Cl)N1N=CC=N1)F